tert-Butyl (2R,4R)-4-(methanesulfonyloxy)-2-methylpyrrolidine-1-carboxylate CS(=O)(=O)O[C@@H]1C[C@H](N(C1)C(=O)OC(C)(C)C)C